OC1(OC(C2=C1C=C(C=C2)CNC(OC(C)(C)C)=O)=O)C tert-butyl N-[(3-hydroxy-3-methyl-1-oxo-1,3-dihydro-2-benzofuran-5-yl)methyl]carbamate